The molecule is a nucleotide-sugar oxoanion obtained by deprotonation of the diphosphate OH groups of UDP-N-acetylgalactosamine-5,6-ene. It has a role as a bacterial metabolite. It is a conjugate base of an UDP-N-acetylgalactosamine-5,6-ene. CC(=O)N[C@@H]1[C@H]([C@H](C(=C)O[C@@H]1OP(=O)([O-])OP(=O)([O-])OC[C@@H]2[C@H]([C@H]([C@@H](O2)N3C=CC(=O)NC3=O)O)O)O)O